OCC1=C(NC2=CC=CC=C12)C(=O)N1[C@H]([C@H](CC1)C(=O)NC1=CC(=C(C(=C1)F)F)F)C (2S,3S)-1-(3-(hydroxymethyl)-1H-indole-2-carbonyl)-2-methyl-N-(3,4,5-trifluorophenyl)pyrrolidine-3-carboxamide